C(CCCCCCC)C1(CC1)C(=O)O octylcyclopropanecarboxylic acid